(3-(2-furyl)acryloyl)-L-phenylalanyl-glycyl-glycine O1C(=CC=C1)C=CC(=O)N[C@@H](CC1=CC=CC=C1)C(=O)NCC(=O)NCC(=O)O